methyl 2-hydroxy-2-(thiazol-5-yl)acetate OC(C(=O)OC)C1=CN=CS1